ClC1=CC=C(CN2C(N(C(NC2=NC2=CC=C(C=C2)OC2=NC=CC=C2)=O)C[C@H]2[C@@H](C2)C(=O)O)=O)C=C1 trans-2-((3-(4-chlorobenzyl)-2,6-dioxo-4-(4-(pyridin-2-yloxy)phenylimino)-1,3,5-triazin-1-yl)methyl)cyclopropanecarboxylic acid